CC1=NN(C=C1C=1N=C(C2=C(N1)C=NC(=C2)C(C(F)(F)F)O)N2CCC1(CCN(C1)C(=O)[O-])CC2)COCC[Si](C)(C)C 8-(2-(3-methyl-1-((2-(trimethylsilyl) ethoxy) methyl)-1H-pyrazol-4-yl)-6-(2,2,2-trifluoro-1-hydroxyethyl) pyrido[3,4-d]pyrimidin-4-yl)-2,8-diazaspiro[4.5]decane-2-carboxylate